CC(C)(OC(NCCOCCOCCC(=O)NC1=C(C=C(C=C1)N(C(OC(C)(C)C)=O)C)C(NC=1SC(=C(N1)C)C)=O)=O)C tert-butyl (4-(2,2-dimethyl-4-oxo-3,8,11-trioxa-5-azatetradecan-14-amido)-3-((4,5-dimethylthiazol-2-yl)carbamoyl)phenyl)(methyl)carbamate